1-tetracosene C=CCCCCCCCCCCCCCCCCCCCCCC